C1OCC12CC(C2)CN2N=CC=1C2=NC(=CN1)N1C[C@H](CCC1)COC=1C(=NC=CC1)C(F)(F)F (S)-1-((2-oxaspiro[3.3]heptan-6-yl)methyl)-6-(3-(((2-(trifluoromethyl)pyridin-3-yl)oxy)methyl)piperidin-1-yl)-1H-pyrazolo[3,4-b]pyrazine